OC1=C(C=CC(=C1)OC)C=1C(OC2=CC=C(C=C2C1)Cl)=O 3-(2-hydroxy-4-methoxyphenyl)-6-chlorocoumarin